C(C)(C)(C)N t-Butylamine